CC(=C)C1=CC=C(C=C1)CC(C)=O (4-(1-methylvinyl)phenyl)propanone